CC1=C(C(=O)N[C@H](C)C2=CC=CC3=CC=CC=C23)C=C(C=C1)N1CCOCC1 2-Methyl-5-morpholino-N-[(1R)-1-(1-naphthyl)ethyl]benzamide